3-(2,4-Difluoro-5-(4,4,5,5-tetramethyl-1,3,2-dioxaborolan-2-yl)benzoyl)-5-(4,4,5,5-tetramethyl-1,3,2-dioxaborolan-2-yl)benzoic acid FC1=C(C(=O)C=2C=C(C(=O)O)C=C(C2)B2OC(C(O2)(C)C)(C)C)C=C(C(=C1)F)B1OC(C(O1)(C)C)(C)C